dichloro-tetra-chloroPlatinum Cl[Pt](Cl)(Cl)(Cl)(Cl)Cl